((1,4-dimethoxynaphthalen-2-yl)methyl)zinc(II) bromide [Br-].COC1=C(C=C(C2=CC=CC=C12)OC)C[Zn+]